3-(4-(4-(((4-methoxyphenyl)thio)methyl)-1H-imidazol-1-yl)phenyl)-5-(trifluoromethyl)-1,2,4-oxadiazole COC1=CC=C(C=C1)SCC=1N=CN(C1)C1=CC=C(C=C1)C1=NOC(=N1)C(F)(F)F